4-[2-(1H-pyrazol-5-yl)pyrrolidin-1-yl]piperidine trifluoroacetate salt FC(C(=O)O)(F)F.N1N=CC=C1C1N(CCC1)C1CCNCC1